methyl trans-4-((4-amino-3-methylbenzyl)(methyl)amino)cyclohexane-1-carboxylate NC1=C(C=C(CN([C@@H]2CC[C@H](CC2)C(=O)OC)C)C=C1)C